C(CCC)(=O)O (E)-butyric acid